OC(CCCCCCCCCCCCCCCCCO)O dihydroxyoctadecyl alcohol